(1S,2S,4R,5R,6S,7S)-N-(5,6-dichloropyridin-3-yl)-7-(2-methylpyridin-4-yl)-8-oxatricyclo[3.2.1.02,4]octane ClC=1C=C(C=NC1Cl)N1C(C=C(C=C1)[C@@H]1C[C@@H]2[C@@H]3C[C@@H]3[C@@H]1O2)C